P(O)(=O)(OP(=O)(O)OP(=O)(O)O)OC[C@@H]1[C@H](C[C@@H](O1)N1C=NC=2C(N)=NC=NC12)O 2'-deoxyadenosine 5'-triphosphate